2,3,5-Trifluoro-6-((3-hydroxypropyl)amino)terephthalonitrile FC1=C(C#N)C(=C(C(=C1F)C#N)F)NCCCO